tert-butyl (3-methyl-6-morpholinoimidazo[1,2-b]pyridazin-8-yl)glycinate CC1=CN=C2N1N=C(C=C2NCC(=O)OC(C)(C)C)N2CCOCC2